CC(=CC(=O)SCCNC(CCNC([C@@H](C(COP(OP(OC[C@@H]1[C@H]([C@H]([C@@H](O1)N1C=NC=2C(N)=NC=NC12)O)OP(=O)(O)O)(=O)O)(=O)O)(C)C)O)=O)=O)C β-methylcrotonyl-CoA